2'-Fluoro-4'-(((4-oxocyclohexyl)methyl)sulfonyl)-[1,1'-biphenyl]-4-carbonitrile FC1=C(C=CC(=C1)S(=O)(=O)CC1CCC(CC1)=O)C1=CC=C(C=C1)C#N